2'-((6-oxo-5,6-dihydrophenanthridin-3-yl)carbamoyl)-[1,1'-biphenyl]-2-carboxylic acid O=C1NC=2C=C(C=CC2C2=CC=CC=C12)NC(=O)C1=C(C=CC=C1)C=1C(=CC=CC1)C(=O)O